C1(CCC1)C=1C(=NN(C1NC(OC1CC(C1)F)=O)C)C1CC(C1)(F)F (1r,3r)-3-fluorocyclobutyl (4-cyclobutyl-3-(3,3-difluorocyclobutyl)-1-methyl-1H-pyrazol-5-yl)carbamate